N'-hydroxy-4-[[methyl-(methylsulfonyl)amino]methyl]benzamidine ON=C(C1=CC=C(C=C1)CN(S(=O)(=O)C)C)N